5-Morpholinylpyrazole N1(CCOCC1)C1=CC=NN1